(S)-3-(benzyloxy)-2-fluoro-6-(oxiran-2-yl)pyridine C(C1=CC=CC=C1)OC=1C(=NC(=CC1)[C@@H]1OC1)F